4-[[(2S,3r,4r,5s)-3-(3,4-difluoro-2-hydroxy-phenyl)-4,5-dimethyl-5-(trifluoromethyl)tetrahydrofuran-2-carbonyl]amino]-1-oxo-pyridin-1-ium-2-carboxamide FC=1C(=C(C=CC1F)[C@@H]1[C@H](O[C@@]([C@@H]1C)(C(F)(F)F)C)C(=O)NC1=CC([N+](C=C1)=O)C(=O)N)O